citric acid, oxalic acid salt C(C(=O)O)(=O)O.C(CC(O)(C(=O)O)CC(=O)O)(=O)O